CN1C(C(=NC(=C1C1CC1)Cl)C(=O)OCC1=CC(=NC(=C1)SC)SC)=O (2,6-bis(methylthio)pyridin-4-yl)methanol methyl-5-chloro-6-cyclopropyl-2-oxo-1H-pyrazine-3-carboxylate